CC1=C(C=C(CNC(=O)NC2CC3(C2)CCC3)C=C1)OCC(F)(F)F 1-[4-methyl-3-(2,2,2-trifluoro-ethoxy)-benzyl]-3-spiro[3.3]hept-2-yl-urea